C1CNCCC12CC(CC(CCCCCCNC2)=O)=O 3,17-diazaspiro[5.12]octadecane-8,10-dione